COC(=O)C1=C(C=NC2=C1OCCN2C=2C=NC(=CC2)NC=2SC1=C(N2)C=CC=C1)C=1C=NN(C1C)CC12CC3CC(CC(C1)C3)C2 7-(1-(adamantan-1-ylmethyl)-5-methyl-1H-pyrazol-4-yl)-4-(6-(benzo[d]thiazol-2-ylamino)pyridin-3-yl)-3,4-dihydro-2H-pyrido[3,2-b][1,4]oxazine-8-carboxylic acid methyl ester